(S)-1-(5-(2-(1-cyclopropylethyl)-4-(4-fluoro-4-methylpiperidin-1-yl)-3-oxo-2,3-dihydro-1H-pyrrolo[3,4-c]pyridin-6-yl)-4-methylthiazol-2-yl)-3-methylurea C1(CC1)[C@H](C)N1C(C=2C(=NC(=CC2C1)C1=C(N=C(S1)NC(=O)NC)C)N1CCC(CC1)(C)F)=O